NC1=NC=2C(=CC=CC2C=2N1C=C(N2)C(=O)N2CC1(CCN(C1)CCC)CCC2)F (5-amino-7-fluoroimidazo[1,2-c]quinazolin-2-yl)(2-propyl-2,7-diazaspiro[4.5]decan-7-yl)methanone